C1(CC1)OC1=NC=C(C#N)C=C1F 6-Cyclopropoxy-5-fluoronicotinonitrile